bis(1,2-ethanediamine)-gold salt [Au].C(CN)N.C(CN)N